COC1=CC(=CC=2NC3=CC=C(C=C3C(C12)(C)C)CN1CCNCC1)C 1-methoxy-3,9,9-trimethyl-7-(piperazin-1-ylmethyl)-9,10-dihydroacridine